(2S,3S*,4S*,5R*)-3-(4-fluoro-3-methylphenyl)-3,4,5-trimethyl-5-(trifluoromethyl)tetrahydrofuran-2-yl 4-nitrobenzoate [N+](=O)([O-])C1=CC=C(C(=O)O[C@@H]2O[C@]([C@H]([C@@]2(C)C2=CC(=C(C=C2)F)C)C)(C(F)(F)F)C)C=C1 |o1:12,13,14|